C(C(C)C)N(C(=S)OCC)C(=O)OCC isobutyl-ethoxycarbonyl-thiourethane